ClC1=C(C(=O)N[C@H]2[C@H]3CC[C@@H](C2)N3C#N)C=CC(=C1)N1N=CC(=C1)CC 2-chloro-N-((1R,2R,4S)-7-cyano-7-azabicyclo[2.2.1]heptan-2-yl)-4-(4-ethyl-1H-pyrazol-1-yl)benzamide